CN(CCCN(CC(C)O)CC(C)O)C [[3-(dimethylamino)propyl]imino]bispropan-2-ol